N-((6-(5-(difluoromethyl)-1,3,4-oxadiazol-2-yl)pyridazin-3-yl)methyl)-N-phenylmethanesulfonamide FC(C1=NN=C(O1)C1=CC=C(N=N1)CN(S(=O)(=O)C)C1=CC=CC=C1)F